C(CCCCCCC)C(CCCCCCCC)OC(CCCCCCC[C@@H]1N(C[C@@H](C1)NC(CCN(C)C)=O)CCCCCC(OCCCCCCCCCCC)=O)=O [8-(1-octylnonoxy)-8-oxo-octyl](2S,4R)-4-[3-(dimethylamino)propanoyl-amino]-1-(6-oxo-6-undecoxy-hexyl)pyrrolidine